pyrrolo[3,2-d]pyrimidine-4-carboxamide N1C=NC(=C2C1=CC=N2)C(=O)N